ClC1=NN=C(C=2N=NC=CC21)Cl 5,8-dichloropyridazino[4,5-c]pyridazine